4-Chloro-N-(1-(1-(3-chlorobenzoyl)-1,2,3,4-tetrahydro-1,7-naphthyridin-6-yl)ethyl)benzamid ClC1=CC=C(C(=O)NC(C)C=2C=C3CCCN(C3=CN2)C(C2=CC(=CC=C2)Cl)=O)C=C1